N-((E,1R)-1-methyl-3-methylsulfonyl-allyl)pyridine-3-carboxamide C[C@H](\C=C\S(=O)(=O)C)NC(=O)C=1C=NC=CC1